(2s)-2-amino-4-(2-(2,2-difluoro-3-(4-(trifluoromethyl)phenyl)bicyclo[1.1.1]pentan-1-yl)ethylsulfonimidoyl)butanoic acid N[C@H](C(=O)O)CCS(=O)(=N)CCC12C(C(C1)(C2)C2=CC=C(C=C2)C(F)(F)F)(F)F